FC1=C(C=CC=C1C(F)(F)F)C=1C=C2C(=NC1)N(C(N2CC=2C=NC=CC2)=O)C 6-[2-fluoro-3-(trifluoromethyl)phenyl]-3-methyl-1-(3-pyridylmethyl)imidazo[4,5-b]pyridin-2-one